CC=1C=C(C=NC1C)C(C(=O)N)=O (5,6-dimethylpyridin-3-yl)-2-oxoacetamide